CC1=C2C=C(N(C2=CC=C1CCN1CCC2(CN(C2)C2=NC=NC3=CC=C(C=C23)CC(F)(F)F)CC1)CC(C)N1CCN(CC1)S(=O)(=O)C)C#N 4-methyl-1-[2-(4-methyl-sulfonylpiperazin-1-yl)propyl]-5-[2-[2-[6-(2,2,2-trifluoroethyl)quinazolin-4-yl]-2,7-diazaspiro[3.5]nonan-7-yl]ethyl]indole-2-carbonitrile